ClC1=CC=C(C(=N1)C(=O)O)N[C@H](C)C1=C2N=C(C(=NC2=CC(=C1)C)C#N)N1CC2(C1)[C@H](CC2)F 6-chloro-3-(((R)-1-(2-cyano-3-((S)-5-fluoro-2-azaspiro[3.3]heptan-2-yl)-7-methylquinoxalin-5-yl)ethyl)amino)picolinic acid